N1(N=NC=C1)C[C@@H]1C[C@H](CN1)NC(=O)C=1OC(=CN1)C1=CC(=CC=C1)C(F)(F)F N-((3R,5S)-5-((1H-1,2,3-Triazol-1-yl)methyl)pyrrolidin-3-yl)-5-(3-(trifluoromethyl)phenyl)oxazole-2-carboxamide